CC1N(CCS(C1)(=O)=O)C(=O)[O-] methylthiomorpholine-4-carboxylate-1,1-dioxide